2-(N,N-diisopropylamino)-3-phenyl-cyclopropenone C(C)(C)N(C(C)C)C=1C(C1C1=CC=CC=C1)=O